2-[4-benzyloxy-6-[4-tert-butyl-2-(4-fluoro-2-methoxy-phenoxy)-6-methyl-phenyl]-2-pyridinyl]ethanol C(C1=CC=CC=C1)OC1=CC(=NC(=C1)C1=C(C=C(C=C1C)C(C)(C)C)OC1=C(C=C(C=C1)F)OC)CCO